C(C)(C)(C)SC=1C(=C(C=CC1)NC(=O)C1=C(N=C2N(C1=O)CCCC2)O)Cl N-(3-(tertButylmercapto)-2-chlorophenyl)-2-hydroxy-4-oxo-6,7,8,9-tetrahydro-4H-pyridino[1,2-a]pyrimidine-3-carboxamide